(6-(3-cyclopropyl-1H-1,2,4-triazol-1-yl)-2-azaspiro[3.3]heptan-2-yl)(3-(4-(trifluoromethyl)phenoxy)azetidin-1-yl)methanone C1(CC1)C1=NN(C=N1)C1CC2(CN(C2)C(=O)N2CC(C2)OC2=CC=C(C=C2)C(F)(F)F)C1